C(C)OC(=O)C1=CN(C2=CC(=C(C=C2C1=O)F)F)OCC(C)OCC (2-ethoxypropoxy)-6,7-difluoro-4-oxo-1,4-dihydroquinoline-3-carboxylic acid ethyl ester